C(#N)CC(=O)OC(C)(C)C tertbutyl cyanoacetate